C(=O)(O)C1=CC=C(OC=2C=C(C=CC2)C2=CC(=C(C=C2)OC2=CC=C(C=C2)C(=O)O)C2=CC=CC=C2)C=C1 3,4'-bis(4-carboxyphenoxy)-m-terphenyl